C(C)(C)(C)OC(=O)ON([C@@H](CO)C(=O)O)C(C(F)(F)F)(C)C N-(tert-butoxycarbonyl)-oxy-(1,1,1-trifluoro-2-methylpropane-2-yl)-L-serine